2,2-difluoro-N-((3R,4R)-2-(1-(1-methyl-6-oxo-1,6-dihydropyridin-3-yl)-1H-indazol-5-yl)-1,1-dioxido-3-phenylisothiazolidin-4-yl)propanamide FC(C(=O)N[C@@H]1[C@H](N(S(C1)(=O)=O)C=1C=C2C=NN(C2=CC1)C1=CN(C(C=C1)=O)C)C1=CC=CC=C1)(C)F